6-methyl-N-(4-methylbenzyl)-2-(5-methylfuran-2-yl)quinoline-4-carboxamide CC=1C=C2C(=CC(=NC2=CC1)C=1OC(=CC1)C)C(=O)NCC1=CC=C(C=C1)C